Bis(vinylphenyl)ethan C(=C)C1=C(C=CC=C1)C(C)C1=C(C=CC=C1)C=C